ClCC1=CC=C(COC2=C3CN(C(C3=CC=C2)=O)[C@@H]2C(NC(CC2)=O)=O)C=C1 (S)-3-(4-((4-(chloromethyl)benzyl)oxy)-1-oxoisoindolin-2-yl)piperidine-2,6-dione